5-(tert-butyl)-N-(2-methyl-4-(pyrazolo[1,5-a]pyrazin-4-yl)benzyl)-1,2,4-oxadiazole-3-carboxamide C(C)(C)(C)C1=NC(=NO1)C(=O)NCC1=C(C=C(C=C1)C=1C=2N(C=CN1)N=CC2)C